ClC=1C=C(CO[C@@H]2C[C@H](C2)C(=O)NCC2=C(C(=C(C=C2)C(F)(F)F)C=2NC(C3=C(N2)CCC3)=O)F)C=CC1 trans-3-[(3-chlorobenzyl)oxy]-N-[2-fluoro-3-(4-oxo-4,5,6,7-tetrahydro-3H-cyclopenta[d]pyrimidine-2-yl)-4-(trifluoromethyl)benzyl]cyclobutane-1-carboxamide